(R)-5-(((benzyloxy)carbonyl)amino)-3-oxohexanoic acid C(C1=CC=CC=C1)OC(=O)N[C@@H](CC(CC(=O)O)=O)C